BrC1=C(OC2=CC(=C(C=C2Cl)N=CN(C)CC)C)C=CC=C1 N'-[4-(2-bromophenoxy)-5-chloro-2-methyl-phenyl]-N-ethyl-N-methyl-formamidine